(R)-3-((tert-butyldiphenylsilyl)oxy)-N-(1-(6-(cyclopropylmethoxy)-1H-indol-3-yl)propan-2-yl)-2,2-difluoropropan-1-amine [Si](C1=CC=CC=C1)(C1=CC=CC=C1)(C(C)(C)C)OCC(CN[C@@H](CC1=CNC2=CC(=CC=C12)OCC1CC1)C)(F)F